C1(CC1)NC([C@@H](CCCOC1=C(C(=C(C=C1)Cl)Cl)C(C=1C=NN2C1N=CN=C2N(C2=CC=CC=C2)C)O)NC(OC(C)(C)C)=O)=O tert-butyl ((2R)-1-(cyclopropylamino)-5-(3,4-dichloro-2-(hydroxy(4-(methyl(phenyl)amino)pyrazolo[1,5-a][1,3,5]triazin-8-yl)methyl)phenoxy)-1-oxopentan-2-yl)carbamate